3-(4-((2,3-dihydrothieno[3,4-b][1,4]dioxin-2-yl)methoxy)butyl)-1-methyl-1H-imidazol-3-ium chloride [Cl-].O1C=2C(OCC1COCCCC[N+]1=CN(C=C1)C)=CSC2